6-(hydroxymethyl)-8-(2-methylbutyl)-4,7-dioxohexahydro-2H-pyrazino[1,2-a]pyrimidine-1(6H)-carboxylate OCC1C(N(CC2N1C(CCN2C(=O)[O-])=O)CC(CC)C)=O